BrC=1C=NN2C1NC(=C(C2=O)C(C)C)C 3-bromo-6-isopropyl-5-methylpyrazolo[1,5-a]pyrimidin-7(4H)-one